3-((3-cyclopropylpyridin-2-yl)oxy)-N-(1,3-dimethylpiperidin-4-yl)-2,2-dimethylpropionamide C1(CC1)C=1C(=NC=CC1)OCC(C(=O)NC1C(CN(CC1)C)C)(C)C